tert-butyl 2-(5-fluoro-2-(4-(piperidin-1-yl)-3-(3-(1-(2,2,2-trifluoroethyl)-1H-indazol-3-yl)ureido)benzamido)phenyl)acetate FC=1C=CC(=C(C1)CC(=O)OC(C)(C)C)NC(C1=CC(=C(C=C1)N1CCCCC1)NC(=O)NC1=NN(C2=CC=CC=C12)CC(F)(F)F)=O